C(C)(CC)S(=NC(C1=CN=C(C=C1)N1N=C(N=C1C(C)NC(C1=CC(=CC(=C1)C(F)(F)F)Cl)=O)C)=O)(=O)CC rac-N-(sec-butyl(ethyl)(oxo)-λ6-sulfaneylidene)-6-(5-(1-(3-chloro-5-(trifluoromethyl)benzamido)ethyl)-3-methyl-1H-1,2,4-triazol-1-yl)nicotinamide